(R)-3-(isopropylamino)propane-1,2-diol C(C)(C)NC[C@H](CO)O